FC1=C(C=C2C=NN(C2=C1)CC(C)(C)O)C1=C(C#N)C=CN=C1 (6-fluoro-1-(2-hydroxyl-2-methylpropyl)-1H-indazol-5-yl)isonicotinonitrile